C(C=C)C1(N(C2=CC=CC=C2C1=O)CC#C)C(=O)OC Methyl 2-allyl-3-oxo-1-(prop-2-yn-1-yl)indoline-2-carboxylate